C(C)(C)(C)OC(=O)NC(C(=O)O)CC1=C(C(=CC=C1)Cl)Cl 2-(tert-butoxycarbonylamino)-3-(2,3-dichlorophenyl)propanoic acid